tert-Butyl 2-bromo-5-methoxy-pyridine-4-carboxylate BrC1=NC=C(C(=C1)C(=O)OC(C)(C)C)OC